3-methyl-4-ethyl-pyridine CC=1C=NC=CC1CC